(R)-2-(1-(6-(difluoromethoxy)pyridin-3-yl)piperidin-3-yl)-9-fluoro-7-methoxy-[1,2,4]triazolo[1,5-c]quinazolin-5-amine FC(OC1=CC=C(C=N1)N1C[C@@H](CCC1)C1=NN2C(=NC=3C(=CC(=CC3C2=N1)F)OC)N)F